N1CC2(C=3C1=NC=C(C3)C3=CNC1=CN=C(C=C13)C#N)CC2 3-(1',2'-Dihydrospiro[cyclopropane-1,3'-pyrrolo[2,3-b]pyridin]-5'-yl)-1H-pyrrolo[2,3-c]pyridine-5-carbonitrile